(2-fluoro-3-methoxy-6-(methylthio)phenyl)methanol FC1=C(C(=CC=C1OC)SC)CO